CC=1N(C=2C(=NC=C(C2)C=2C3=C(C(N(C2)C)=O)NC=C3)N1)CC1=CC=C(C(=O)OC)C=C1 methyl 4-((2-methyl-6-(6-methyl-7-oxo-6,7-dihydro-1H-pyrrolo[2,3-c]pyridin-4-yl)-1H-imidazo[4,5-b]pyridin-1-yl)methyl)-benzoate